5-(menthylcarbonyloxy)undecanoic acid C1(CC(C(CC1)C(C)C)C(=O)OC(CCCC(=O)O)CCCCCC)C